C(\C(\C)=C\C(=O)OC)(=O)OC dimethyl mesaconate